ClC=1C=C(O[C@H]2C[C@H](C2)OC=2N=CC(=NC2)C2=CC(=NO2)[O-])C=CC1F.[NH4+].C[W](N=O)C1C=CC=C1 methylcyclopentadienyl-nitrosotungsten ammonium 5-(5-{[cis-3-(3-chloro-4-fluorophenoxy)cyclobutyl]-oxy}pyrazin-2-yl)isoxazol-3-olate